C(CCC)[Sn](CCCC)(CCCC)Cl tri-n-butylstannylchloride